1,3,5-trichloro-1,3,5-triazinan-2,4,6-trione ClN1C(N(C(N(C1=O)Cl)=O)Cl)=O